C1(CC1)N1N=C(C=C1)C1=C(N2CCCC2=N1)C1=CC2=CNCN=C2C=C1 6-{3-(1-Cyclopropyl-1H-pyrazol-3-yl)-1,4-diazabicyclo[3.3.0]octa-2,4-dien-2-yl}-3H-quinazolin